O1CCOC2=C1C=CC(=C2)CN2C(C1=C(C=3C=CC=NC23)CCN(C1)C(=O)OC(C)(C)C)=O tert-butyl 6-((2,3-dihydro [1,4]benzodioxin-6-yl) methyl)-5-oxo-1,4,5,6-tetrahydropyrido[3,4-C][1,8]naphthyridine-3(2H)-carboxylate